C(C)(C)(C)OC(=O)N1[C@H](CCC1)C1=CC(=C(C=C1)C=1N=C2SC3=C(N2C1)C=C(C(=C3)C(=O)OC)C)F methyl (R)-2-(4-(1-(tert-butoxycarbonyl)pyrrolidin-2-yl)-2-fluorophenyl)-6-methylbenzo[d]imidazo[2,1-b]thiazole-7-carboxylate